Cl.N1(CCCC1)C1=CC=C(C=C1)C1NCCC1 2-(4-(pyrrolidin-1-yl)phenyl)pyrrolidine hydrochloride